3,6-dichloro-2-cyclobutoxy-pyrimidine ClN1C(N=C(C=C1)Cl)OC1CCC1